CNCC(=O)[O-].[Na+].[Na+].[Na+].CNCC(=O)[O-].CNCC(=O)[O-] trisodium Methylglycinate